3-fluoro-5-methyl-4-(3-(2-methyl-1,2,3,4-tetrahydroisoquinolin-7-yl)-6-oxo-1H-pyrazolo[4,3-c]pyridazin-5(6H)-yl)benzonitrile FC=1C=C(C#N)C=C(C1N1N=C2C(=CC1=O)NN=C2C2=CC=C1CCN(CC1=C2)C)C